4-[(5S)-5-(3,5-dichlorophenyl)-4,5-dihydro-5-(trifluoromethyl)-3-isoxazolyl]-2-methyl-N-(trans-1-oxo-3-thietanyl)benzamide ClC=1C=C(C=C(C1)Cl)[C@@]1(CC(=NO1)C1=CC(=C(C(=O)NC2CS(C2)=O)C=C1)C)C(F)(F)F